6-(4-(trifluoromethyl)phenyl)pyridazin-3(2H)-one hydrochloride Cl.FC(C1=CC=C(C=C1)C=1C=CC(NN1)=O)(F)F